(3-methyl-1-(pyrimidin-2-yl)-1H-pyrazol-5-yl)benzamide CC1=NN(C(=C1)C1=C(C(=O)N)C=CC=C1)C1=NC=CC=N1